BrCC1=C(C(=O)OC)C=C(C=C1C(F)(F)F)CN1[C@H](CN(CC1)C)C(C)C (S)-methyl 2-(bromomethyl)-5-((2-isopropyl-4-methylpiperazin-1-yl)methyl)-3-(trifluoromethyl)benzoate